FC(C(=O)O)(F)F.C1(CCCCC1)N1CCC(=CC1)C1=CC2=C(C=3N(CCC2NC2=CC(=CC=C2)S(=O)(=O)C)N=NC3C)C=C1 9-(1-cyclohexyl-1,2,3,6-tetrahydropyridin-4-yl)-1-methyl-N-(3-(methylsulfonyl)phenyl)-6,7-dihydro-5H-benzo[c][1,2,3]triazolo[1,5-a]azepin-7-amine 2,2,2-trifluoroacetate